(R)-(1-(3-bromophenyl)ethyl)carbamic acid tert-butyl ester C(C)(C)(C)OC(N[C@H](C)C1=CC(=CC=C1)Br)=O